C(CCCCCCCCCCCCCCCCCCCCCCCCCCCCCCCCCCCCCCCCCCCCCCCCC)(=O)O pentacontanoic acid